[6-[(3-ethyl-2-pyridinyl)-methyl-amino]-3-pyridinyl]azetidine-1-carboxylic acid tert-butyl ester C(C)(C)(C)OC(=O)N1C(CC1)C=1C=NC(=CC1)N(C)C1=NC=CC=C1CC